4-(5-{[(5-Chlorothiophen-2-yl)methyl]amino}-1-(3-hydroxy-2,2-dimethylpropanoyl)-1H-pyrazol-3-yl)-N,N-dimethylpiperidin-1-carboxamid ClC1=CC=C(S1)CNC1=CC(=NN1C(C(CO)(C)C)=O)C1CCN(CC1)C(=O)N(C)C